1-(4-((2-((6-(pyridin-3-yl)imidazo[1,2-a]pyridin-2-yl)amino)pyridin-4-yl)methyl)piperazin-1-yl)ethanone N1=CC(=CC=C1)C=1C=CC=2N(C1)C=C(N2)NC2=NC=CC(=C2)CN2CCN(CC2)C(C)=O